5-(2-(3,3-Difluoroazetidin-1-yl)ethyl)pyrimidin-2-ol FC1(CN(C1)CCC=1C=NC(=NC1)O)F